sodium silicon phosphorus sulfur [S].[P].[Si].[Na]